BrC1=CC=CC(=N1)C1=NN=CN1C1CCC(CC1)=O 4-(3-(6-bromopyridin-2-yl)-4H-1,2,4-triazol-4-yl)cyclohexane-1-one